6-(di-t-butylphosphinomethyl)-2-(N,N-diethylaminomethyl)pyridine C(C)(C)(C)P(C(C)(C)C)CC1=CC=CC(=N1)CN(CC)CC